8-amino-2-(2-(dimethylamino)ethoxy)-9-(3-hydroxy-2,6-dimethylphenyl)-5-methyl-9H-pyrrolo[2,3-c][1,2,4]triazolo[1,5-a]pyridine-7-carboxamide NC1=C(C2=C(C=3N(C(=C2)C)N=C(N3)OCCN(C)C)N1C1=C(C(=CC=C1C)O)C)C(=O)N